(1r,2s)-2-(3-{[1-(2,2-difluoroethyl)-3-methyl-1H-pyrazol-5-yl]amino}-1H-indazol-6-yl)-5'-methoxyspiro[cyclopropan-1,3'-indol]-2'(1'H)-one FC(CN1N=C(C=C1NC1=NNC2=CC(=CC=C12)[C@@H]1C[C@@]12C(NC1=CC=C(C=C21)OC)=O)C)F